2,2,2-trifluoro-1-(4-benzyloxyphenyl)ethanone FC(C(=O)C1=CC=C(C=C1)OCC1=CC=CC=C1)(F)F